BrCC=1C=C(C=CC1)C(C)=O 1-[3-(bromomethyl)phenyl]ethan-1-one